N1C=NC2=C1CN(C2)C(=O)N 4,6-dihydropyrrolo[3,4-d]imidazole-5(1H)formamide